3-Phenylpropan-2-yn-1-ol C1(=CC=CC=C1)C#CCO